COC1=CC=C(C(=O)OC2=C(C=C(C=C2)C)OC)C=C1 2-methoxy-4-methylphenyl 4-methoxybenzoate